3-((3-(Trifluoromethyl)-1,4,5,6-tetrahydro-7H-pyrazolo[3,4-b]pyridin-7-yl)methyl)bicyclo[1.1.1]pentane-1-carboxylic acid methyl ester COC(=O)C12CC(C1)(C2)CN2C1=C(CCC2)C(=NN1)C(F)(F)F